2,3,4,5-tetra(9H-carbazol-9-yl)-6-(2,6-diphenylpyridin-3-yl)benzonitrile C1=CC=CC=2C3=CC=CC=C3N(C12)C1=C(C#N)C(=C(C(=C1N1C2=CC=CC=C2C=2C=CC=CC12)N1C2=CC=CC=C2C=2C=CC=CC12)N1C2=CC=CC=C2C=2C=CC=CC12)C=1C(=NC(=CC1)C1=CC=CC=C1)C1=CC=CC=C1